O=CCC1CCN(C1)C(=O)[O-] 4-(2-oxoethyl)pyrrolidine-1-carboxylate